tert-Butyl (3R)-3-[[5-bromo-2-[2-methoxy-6-methyl-4-(trifluoromethyl)phenyl]-3-methyl-imidazo[4,5-b]pyrazin-6-yl]amino]pyrrolidine-1-carboxylate BrC=1N=C2C(=NC1N[C@H]1CN(CC1)C(=O)OC(C)(C)C)N=C(N2C)C2=C(C=C(C=C2C)C(F)(F)F)OC